13-bromo-19-chloro-20-fluoro-4,14-dimethoxy-16,16-dioxo-9-oxa-16λ6-thia-5,17-diazatetracyclo[16.3.1.111,15.02,7]tricosa-1(21),2,4,6,11(23),12,14,18(22),19-nonaen-10-one BrC1=CC=2C(OCC3=CN=C(C=C3C3=CC(=C(C(NS(C(=C1OC)C2)(=O)=O)=C3)Cl)F)OC)=O